1-(3,5-dichloro-2-hydroxymethylphenyl)-3-(3-fluorophenyl)urea ClC=1C(=C(C=C(C1)Cl)NC(=O)NC1=CC(=CC=C1)F)CO